FC(CO[C@@H](COC1=CC=C2C(=N1)N(C(=N2)C(=O)NC2(CCS(CC2)(=O)=O)C)C)C(F)F)F (S)-5-[2-(2,2-difluoroethoxy)-3,3-difluoro-propoxy]-3-methyl-N-(4-methyl-1,1-dioxo-thian-4-yl)imidazo[4,5-b]pyridine-2-carboxamide